2-bromo-8-(3,5-dichlorophenoxy)-5,6,7,8-tetrahydro-[1,2,4]triazolo[1,5-a]pyridine BrC1=NN2C(C(CCC2)OC2=CC(=CC(=C2)Cl)Cl)=N1